4-Bromo-6-chloro-5-methyl-2,3-dihydro-1H-indene BrC1=C2CCCC2=CC(=C1C)Cl